OC(C(=O)O)(CCC)CCCC.COC1=CC=C(NC(C)C2=CC3=CC=CC=C3C=C2)C=C1 4-methoxy-N-(1-(naphthalen-2-yl)ethyl)aniline 2-hydroxy-2-butylvalerate